N1(CCC1)CCCNC(=O)C1CCN(CC1)C(C1=C(C=C(C=C1)NC=1C=2N(C=CN1)C(=CN2)C2=CC(=C(C=C2)OC)F)C)=O N-(3-(azetidin-1-yl)propyl)-1-(4-((3-(3-fluoro-4-methoxyphenyl)imidazo[1,2-a]pyrazin-8-yl)amino)-2-methylbenzoyl)piperidine-4-carboxamide